(9S)-9-hydroxy-12-[4-(trifluoromethoxy)phenyl]-4-thia-2,12-diazatricyclo[7.3.0.03,7]dodeca-1,3(7),5-trien-8-one O[C@@]12C(C=3C=CSC3N=C2N(CC1)C1=CC=C(C=C1)OC(F)(F)F)=O